N(=[N+]=[N-])CC=1N=CC(=NC1)N1CC(CCC1)N(C(OC(C)(C)C)=O)CC1CCC1 tert-butyl N-[1-[5-(azidomethyl)pyrazin-2-yl]-3-piperidyl]-N-(cyclobutylmethyl)carbamate